1-(2-oxo-2-((2-(trifluoromethoxy)benzyl)amino)ethyl)azepan-1-ium O=C(C[NH+]1CCCCCC1)NCC1=C(C=CC=C1)OC(F)(F)F